ClC=1C2=C(N(C(N1)=O)C1=C(C=CC=C1)C(C)C)C=NC=C2 4-chloro-1-(2-isopropylphenyl)pyrido[3,4-d]pyrimidin-2(1H)-one